(3'-fluoro-5-methyl-[1,1'-biphenyl]-3-yl)((4-methoxy-3,5-dimethylpyridin-2-yl)methyl)carbamic acid tert-butyl ester C(C)(C)(C)OC(N(CC1=NC=C(C(=C1C)OC)C)C=1C=C(C=C(C1)C)C1=CC(=CC=C1)F)=O